3-(3-((tert-butyldimethylsilyl)oxy)-6-oxo-6H-benzo[c]chromen-8-yl)prop-2-yn-1-yl methanesulfonate CS(=O)(=O)OCC#CC=1C=CC2=C(C(OC3=CC(=CC=C23)O[Si](C)(C)C(C)(C)C)=O)C1